ClC=1C=C(CNCCOCCCCNC2=NC3=C(C4=CN=CC=C24)C=CC(=C3)C(=O)N)C=CC1OC(F)(F)F 5-((4-(2-((3-Chloro-4-(trifluoromethoxy)benzyl)amino)ethoxy)butyl)amino)benzo[c][2,6]naphthyridine-8-carboxamide